N-(4-trifluoromethylphenyl)-3,5-dichloro-salicylamide FC(C1=CC=C(C=C1)NC(C=1C(O)=C(C=C(C1)Cl)Cl)=O)(F)F